ethyl (2-methylphenoxy)acetate CC1=C(OCC(=O)OCC)C=CC=C1